N-((7R)-2-Cyano-2-azabicyclo[2.2.1]heptan-7-yl)-5-(3-(phenylthio)pyridin-4-yl)-1H-pyrazol-3-carboxamid C(#N)N1C2CCC(C1)[C@H]2NC(=O)C2=NNC(=C2)C2=C(C=NC=C2)SC2=CC=CC=C2